C(C1=CC=CC=C1)N1CC(OC(C1)CO[Si](C(C)C)(C(C)C)C(C)C)OC 4-benzyl-2-methoxy-6-({[tris(propan-2-yl)silyl]oxy}methyl)morpholine